ClC1=C(C=C(C=C1)Cl)S(=O)(=O)NC=1C(=C(C(=CC1)F)C=1C=C2C(=NC=NC2=CC1)NC(C(C)(C)C)=O)F N-(6-(3-(2,5-dichlorophenylsulfonamido)-2,6-difluorophenyl)quinazoline-4-yl)pivalic amide